2-{[1-(cyclopropanecarbonyl)piperidin-4-yl]methyl}-N-{[(2R)-1,4-dioxan-2-yl]methyl}-8-(trifluoromethyl)-4,5-dihydro-2H-furo[2,3-g]indazole-7-carboxamide C1(CC1)C(=O)N1CCC(CC1)CN1N=C2C3=C(CCC2=C1)OC(=C3C(F)(F)F)C(=O)NC[C@H]3OCCOC3